2-(4-(butylthio)-2,5-dimethoxyphenyl)ethanamine C(CCC)SC1=CC(=C(C=C1OC)CCN)OC